C1(=CC=CC=C1)NN1NN(CC(=C1)S)S 1-phenylamino-3,5-dimercapto-triazine